OC1C(C2=CC=CC=C2C=C1)(S(=O)(=O)[O-])C 2-hydroxy-1-methyl-naphthalenesulfonate